Octyl-sulfuric acid sodium salt [Na+].C(CCCCCCC)OS([O-])(=O)=O